(S)-5-(2-((3-(4-(5-Cyclopropylpyrimidin-2-yl)piperazin-1-yl)-3-oxopropoxy)methyl)pyrrolidine-1-yl)-4-(trifluoromethyl)pyridazin-3(2H)-one C1(CC1)C=1C=NC(=NC1)N1CCN(CC1)C(CCOC[C@H]1N(CCC1)C1=C(C(NN=C1)=O)C(F)(F)F)=O